FC(OC1=NC=CC(=C1)CNC(=O)N[C@H]1[C@H](CC1)F)F |r| 1-[[2-(difluoromethoxy)pyridin-4-yl]methyl]-3-[rac-(1R,2S)-2-fluorocyclobutyl]urea